3-E-methoxyacrylic acid COC(C(=O)O)=C